5-[2-(3-Fluoro-5-trifluoromethyl-phenylamino)-5-methyl-pyrimidin-4-ylamino]-3H-benzooxazol-2-one trifluoroacetate salt FC(C(=O)O)(F)F.FC=1C=C(C=C(C1)C(F)(F)F)NC1=NC=C(C(=N1)NC=1C=CC2=C(NC(O2)=O)C1)C